undeca-3,7-diene CCC=CCCC=CCCC